C(C)(C)(C)OC(=O)N1[C@H]([C@H](CCC1)C(=O)N1C[C@@H](CC1)N(C)C)C(=O)O (2R,3S)-1-tert-butoxycarbonyl-3-[(3R)-3-(dimethylamino)pyrrolidine-1-carbonyl]piperidine-2-carboxylic acid